C(CCCCCCCCCCCCCCCCCCC)(=O)[O-].[Cu+2].C(CCCCCCCCCCCCCCCCCCC)(=O)[O-] copper eicosanate